NC1=NC=2C=CC(=CC2C2=C1C=NN2C)C(=O)N(N(C(CC)=O)CC)CC2=NC=C(C=C2)C(F)(F)F 4-amino-N'-ethyl-1-methyl-N'-propionyl-N-((5-(trifluoromethyl)pyridin-2-yl)methyl)-1H-pyrazolo[4,3-c]quinoline-8-carbohydrazide